FC1=C(C=CC(=C1)F)[C@H]1CN(CC12CCC2)C(=O)C2=NOC(N2)=O (S)-3-(8-(2,4-difluorophenyl)-6-azaspiro[3.4]octane-6-carbonyl)-1,2,4-oxadiazol-5(4H)-one